C(C)(=O)OC(C(=C)C)COC(C)=O 3,4-diacetoxy-2-methyl-1-butene